NC1=C(C2=C(S1)C(=CC=C2C=2C1=C(C=3C=NC(=NC3C2F)OC[C@]23CCCN3CC(C2)=C)COC1)F)C#N 2-amino-7-fluoro-4-((R)-5-fluoro-3-(((S)-2-methylidenetetrahydro-1H-pyrrolizin-7a(5H)-yl)methoxy)-7,9-dihydrofuro[3,4-f]quinazolin-6-yl)benzo[b]thiophene-3-carbonitrile